CN(C(=O)C1=CNC(C=C1C1=CC=CC=C1)=O)C N,N-dimethyl-6-oxo-4-phenyl-1,6-dihydropyridine-3-carboxamide